Ethyl-1-(((R)-7-((R)-3-cyclohexyl-2-methylpropanoyl)-10-hydroxy-7-azaspiro[4.5]decan-10-yl)methyl)-6-oxo-4-phenyl-1,6-dihydropyridin-3-carboxylat C(C)OC(=O)C1=CN(C(C=C1C1=CC=CC=C1)=O)C[C@]1(CCN(CC12CCCC2)C([C@@H](CC2CCCCC2)C)=O)O